4'-(4-chlorophenyl-sulphonyl)biphenyl ClC1=CC=C(C=C1)S(=O)(=O)C1=CC=C(C=C1)C1=CC=CC=C1